C12COCC(CC1)N2C2=NN=C(S2)C=2C(=CC(=NC2)C2=CC=C1N2N=CC(=C1)C#N)NC(C)C 7-(5-(5-(3-oxa-8-azabicyclo[3.2.1]oct-8-yl)-1,3,4-thiadiazol-2-yl)-4-(isopropylamino)pyridin-2-yl)pyrrolo[1,2-b]pyridazine-3-carbonitrile